C(C)(C)(C)OC(N(C)CCN1[C@@](CCC1)(C)C\C=C\S(NC(NC1=C2CCCC2=CC=2CCCC12)=O)(=O)=O)=O tert-Butyl-(R,E)-(2-(2-(3-(N-((1,2,3,5,6,7-hexahydro-s-indacen-4-yl)carbamoyl)sulfamoyl)allyl)-2-methylpyrrolidin-1-yl)ethyl)(methyl)carbamat